(2R,6R)-1-isobutyryl-4-((1R)-3-methoxy-2-methyl-1-phenylpropyl)-6-methyl-N-(4-(pyrimidin-2-yl)benzyl)piperazine-2-carboxamide C(C(C)C)(=O)N1[C@H](CN(C[C@H]1C)[C@H](C(COC)C)C1=CC=CC=C1)C(=O)NCC1=CC=C(C=C1)C1=NC=CC=N1